CSC(C(=O)O)C1=C(C=C(C=C1)C1=CC(=C(C=C1)F)F)F 2-(methylthio)-2-(3,3',4'-trifluoro-[1,1'-biphenyl]-4-yl)acetic acid